ClC1=CC=CC(=N1)NC(=O)C=1C2=C(N=C(N1)N1C=NC=C1)C=CN2 N-(6-chloropyridin-2-yl)-2-(1H-imidazol-1-yl)-5H-pyrrolo[3,2-d]pyrimidine-4-carboxamide